O=C(C(=O)[O-])CCC=C 2-oxo-5-hexenoate